C1(=CC(=CC=C1)C[C@@H]1C=2C(C(=NN(C2CC[C@@H]1NS(=O)(=O)C)C)C(C)C)=O)C1=CC=CC=C1 |o1:7,16| rel-N-[(5R,6S)-5-[([1,1'-biphenyl]-3-yl)methyl]-1-methyl-4-oxo-3-(propan-2-yl)-1,4,5,6,7,8-hexahydrocinnolin-6-yl]methanesulfonamide